ClC=1C(=CC(=C(C1)N(C(=O)[C@H]1N(C([C@@](C1)(C)O)=O)C1=NC(=CC(=C1)C(F)(F)F)C)C)F)F (2S,4S)-N-(5-chloro-2,4-difluorophenyl)-4-hydroxy-N,4-dimethyl-1-(6-methyl-4-(trifluoromethyl)pyridin-2-yl)-5-oxopyrrolidine-2-carboxamide